CC(C)(CCC)NC1CC(CCC1)N N-(2-methylpentan-2-yl)cyclohexane-1,3-diamine